N-(2-cyano-5-chlorophenyl)-N-methyl-methacrylamide (3-methyloxetan-3-yl)methyl-9,9-bis(4-hydroxy-3-methylphenyl)-9H-fluorene-4-carboxylate CC1(COC1)COC(=O)C1=CC=CC=2C(C3=CC=CC=C3C12)(C1=CC(=C(C=C1)O)C)C1=CC(=C(C=C1)O)C.C(#N)C1=C(C=C(C=C1)Cl)N(C(C(=C)C)=O)C